(E)-2-fluoro-3-(pyridazin-3-yl)acrylic acid ethyl ester C(C)OC(/C(=C\C=1N=NC=CC1)/F)=O